4-(2-((1r,2r)-2-hydroxycyclohexylamino)benzothiazol-6-yloxy)-N-methylpyridineamide O[C@H]1[C@@H](CCCC1)NC=1SC2=C(N1)C=CC(=C2)OC2=CC(=NC=C2)C(=O)NC